FC1CC(N(C1)C(=O)C(NCC(C)C)=O)C(=O)NC(C1=CC=C(C=C1)C(C)C)C1=CC=CC=C1 4-fluoro-1-{[(2-methylpropyl)carbamoyl]carbonyl}-N-{phenyl[4-(propan-2-yl)phenyl]methyl}pyrrolidine-2-carboxamide